p-aminobenzenesulfonic amide NC1=CC=C(C=C1)S(=O)(=O)N